4-(7-((benzyloxy)carbonyl)-1-oxa-7-azaspiro[3.5]non-6-yl)benzoic acid C(C1=CC=CC=C1)OC(=O)N1C(CC2(CCO2)CC1)C1=CC=C(C(=O)O)C=C1